ClC=1C=CC(=C(CNC2CCN(CC2)C)C1)OCC N-(5-chloro-2-ethoxybenzyl)-1-methylpiperidin-4-amine